N-(3-aminopropyl)Triethylenetetramine NCCCNCCNCCNCCN